7-(6-chloro-4-(6,6-difluoro-1,4-diazepan-1-yl)-8-fluoro-2-(((S)-1-methylpyrrolidin-2-yl)methoxy)quinazolin-7-yl)benzo[d]oxazol-2-amine ClC=1C=C2C(=NC(=NC2=C(C1C1=CC=CC=2N=C(OC21)N)F)OC[C@H]2N(CCC2)C)N2CCNCC(C2)(F)F